BrC1=CC=C(C=C1)C=1N=C2N(C=CC=C2)C1CN1CC2C(C1)CN(C2)C(=O)NC2=C(C=CC=C2)OCC 5-{[2-(4-bromophenyl)imidazo[1,2-a]pyridin-3-yl]methyl}-N-(2-ethoxyphenyl)hexahydropyrrolo[3,4-c]pyrrole-2(1H)-carboxamide